8-(2-aminopyridin-4-yl)-N2-(tert-butyl)pyrido[4,3-d]pyrimidine-2,5-diamine NC1=NC=CC(=C1)C1=CN=C(C2=C1N=C(N=C2)NC(C)(C)C)N